Sila-Cyclopentadien [SiH]1=CC=CC1